5-(6-((trimethylsilyl)ethynyl)pyrazin-2-yl)-5-azaspiro[2.3]hexane C[Si](C)(C)C#CC1=CN=CC(=N1)N1CC2(CC2)C1